methyl (S)-5-((4-(3-phenylisooxazolidin-2-yl)-5-(trifluoromethyl)pyrimidin-2-yl)amino)thiophene-2-carboxylate C1(=CC=CC=C1)[C@H]1N(OCC1)C1=NC(=NC=C1C(F)(F)F)NC1=CC=C(S1)C(=O)OC